ClC1=NC=C(C(=N1)C1=CN(C2=C(C=CC=C12)[N+](=O)[O-])S(=O)(=O)C1=CC=C(C)C=C1)F 3-(2-Chloro-5-fluoropyrimidin-4-yl)-7-nitro-1-tosyl-1H-indole